C(C)(C)(C)OC(NC1C[C@H]2C([C@H]2C1)(F)F)=O ((1R,3s,5S)-6,6-difluorobicyclo[3.1.0]hex-3-yl)carbamic acid tert-butyl ester